C(C)N(C1=CC=C2C=C(C(OC2=C1)=S)C1SCCS1)CC 7-(diethylamino)-3-(1,3-dithiolane-2-yl)thiocoumarin